N-(2,6-difluoro-4-(8-(1-methyl-6-(trifluoromethyl)-1H-benzo[d]imidazol-5-yl)indolizine-3-carbonyl)phenyl)-2,3,5,6-tetrafluoro-4-(methylsulfinyl)benzamide FC1=C(C(=CC(=C1)C(=O)C1=CC=C2C(=CC=CN12)C1=CC2=C(N(C=N2)C)C=C1C(F)(F)F)F)NC(C1=C(C(=C(C(=C1F)F)S(=O)C)F)F)=O